1-octyl-3-methyl-imidazolium hexafluorophosphate F[P-](F)(F)(F)(F)F.C(CCCCCCC)N1C=[N+](C=C1)C